2-(1-cyanopyrrolidin-3-yl)N-(6-chlorobenzo[d]thiazol-2-yl)-acetamide C(#N)N1CC(CC1)CC(=O)NC=1SC2=C(N1)C=CC(=C2)Cl